(1r,3S)-3-(methylcarbamoyl)N-((S)-1-phenylethyl)benzamide CNC(=O)C=1C=C(C(=O)N[C@H](C)C2=CC=CC=C2)C=CC1